C(C)(C)(C)C1=NC(=NO1)C(=O)N[C@@H](C)C1=C(C(=C(C=C1)C1=CC(=NC=C1)NC(=O)C1CC1)F)Cl (S)-5-(tert-butyl)-N-(1-(2-chloro-4-(2-(cyclopropanecarboxamido)pyridin-4-yl)-3-fluorophenyl)ethyl)-1,2,4-oxadiazole-3-carboxamide